C(#N)C1=C(C=C(C=C1)C=1C=C(C(=O)O)C=CC1C=1C=C2C=NN(C2=C(C1F)OC)CC(C)(C)O)F 3-(4-cyano-3-fluoro-phenyl)-4-[6-fluoro-1-(2-hydroxy-2-methyl-propyl)-7-methoxy-indazol-5-yl]Benzoic acid